C(C)(C)(C)OC(N[C@H](C(=O)NNC(C)=O)CC1=CNC2=CC=CC=C12)=O (S)-(1-(2-Acetylhydrazino)-3-(1H-indol-3-yl)-1-oxopropan-2-yl)carbamic acid tert-butyl ester